4-cyano-2,5-dihydrofuran-3-yl triflate O(S(=O)(=O)C(F)(F)F)C=1COCC1C#N